C(C)(C)(C)OC(=O)N1C[C@@H](CCC1)NC=1OC=2C(=NC(=CC2)Cl)N1.O(C1=CC=CC=C1)CC=1N=NN(C1)C1=C(C(=O)N)C=CC=C1 2-[4-(phenoxymethyl)-1H-1,2,3-triazole-1-yl]benzamide tert-butyl-(3R)-3-[(5-chlorooxazolo[4,5-b]pyridin-2-yl)amino]piperidine-1-carboxylate